1-(3-(piperazine-1-carbonyl)-4-fluorobenzyl)quinazoline-2,4(1H,3H)-dione 2,2,2-trifluoroacetate FC(C(=O)O)(F)F.N1(CCNCC1)C(=O)C=1C=C(CN2C(NC(C3=CC=CC=C23)=O)=O)C=CC1F